2-(2-cyclopropyl-5-oxospiro[7H-1,6-naphthyridine-8,1'-cyclopropane]-6-yl)-N-(5-fluoropyrimidin-2-yl)acetamide C1(CC1)C1=NC2=C(C=C1)C(N(CC21CC1)CC(=O)NC1=NC=C(C=N1)F)=O